2-(3-Methoxy-phenyl)-7-pyrrolidin-1-yl-imidazo[1,2-a]pyridine COC=1C=C(C=CC1)C=1N=C2N(C=CC(=C2)N2CCCC2)C1